OC1=CC=C(C=C1)C=CC1=CC=C(C=C1)O 4,4'-dihydroxystilbene